N-(pyridin-4-ylmethyl)-1H-pyrrolo[2,3-c]pyridine-5-amine N1=CC=C(C=C1)CNC=1C=C2C(=CN1)NC=C2